(3S,5R)-1-METHOXY-5-METHYLHEPT-6-ENE-3-SULFONAMIDE COCC[C@H](C[C@H](C=C)C)S(=O)(=O)N